5-chloro-N-((1r,4r)-4-((3-(isoquinolin-4-yl)-2-oxo-2,3-dihydro-1H-benzo[d]imidazol-1-yl)methyl)cyclohexyl)-2-methylnicotinamide ClC=1C=NC(=C(C(=O)NC2CCC(CC2)CN2C(N(C3=C2C=CC=C3)C3=CN=CC2=CC=CC=C32)=O)C1)C